N-(4b-hydroxy-7-isopropoxy-4-nitro-10-oxo-4b,10-dihydro-9bH-indeno[1,2-b]benzofuran-9b-yl)-3-methyl-5-((4-methylpiperazin-1-yl)sulfonyl)-1H-pyrrole-2-carboxamide OC12OC3=C(C1(C(C1=CC=CC(=C12)[N+](=O)[O-])=O)NC(=O)C=1NC(=CC1C)S(=O)(=O)N1CCN(CC1)C)C=CC(=C3)OC(C)C